NC1=C2C(=NC=N1)N(N=C2C2=CC=C(C=C2)OC2=CC=CC=C2)C2CCN(CC2)CC=2C(=C(C=NC2)C2C(NC(CC2)=O)=O)F 3-(5-((4-(4-amino-3-(4-phenoxyphenyl)-1H-pyrazolo[3,4-d]pyrimidin-1-yl)piperidin-1-yl)methyl)-4-fluoropyridin-3-yl)piperidine-2,6-dione